5-bromo-1-(4-fluorophenyl)-6-(trifluoromethyl)-1H-indazole BrC=1C=C2C=NN(C2=CC1C(F)(F)F)C1=CC=C(C=C1)F